(S)-3-chloro-2,6-difluoro-N-(6-fluoropyridin-2-yl)-N-(4-methoxybenzyl)-4-(1-oxo-6-azaspiro[3.4]octan-6-yl)benzenesulfonamide ClC=1C(=C(C(=CC1N1C[C@]2(CCC2=O)CC1)F)S(=O)(=O)N(CC1=CC=C(C=C1)OC)C1=NC(=CC=C1)F)F